ClC=1C=C(C(=O)N2CC=3C(C[C@H]2C)=NN(C3C(=O)OCC)CCN[C@@H](C)C3=CC=C(C=C3)F)C=CC1Cl Ethyl (6R)-5-(3,4-dichlorobenzoyl)-2-(2-{[(1S)-1-(4-fluorophenyl)ethyl]amino}ethyl)-6-methyl-4,5,6,7-tetrahydro-2H-pyrazolo[4,3-c]pyridine-3-carboxylate